COC1=C(C=C2C(=N1)C=1NC(C(=CC1C1(O2)CCCC1)C#N)=O)OCCCOC 2'-methoxy-3'-(3-methoxypropoxy)-9'-oxo-9',10'-dihydrospiro[cyclopentane-1,6'-pyrano[3,2-b:4,5-b']dipyridine]-8'-carbonitrile